C(SCC(CCC1=CC=CC=C1)=O)SCC(CCC1=CC=CC=C1)=O 4'-(methylenebis(sulfanediyl))bis(4-phenylbutan-2-one)